C1(CCC1)C=1N=CC2=C(N1)NC=C2C2=CC1=C(N=C(S1)C)C=C2 6-(2-cyclobutyl-7H-pyrrolo[2,3-d]pyrimidin-5-yl)-2-methylbenzo[d]thiazole